FC(C1=CC=C(C=N1)C1CC2(CN(C2)C(=O)N2CC(C2)OCC2=CC=C(C=C2)S(=O)(=O)C(F)(F)F)C1)(F)F [6-[6-(trifluoromethyl)-3-pyridyl]-2-azaspiro[3.3]heptan-2-yl]-[3-[[4-(trifluoromethylsulfonyl)phenyl]methoxy]azetidin-1-yl]methanone